CN1C(=CC=C1)CN1CCC(CC1)CCNC(=O)C1CCN(CC1)C1=CC=C(C=C1)OC(F)(F)F N-(2-{1-[(1-methyl-1H-pyrrol-2-yl)methyl]piperidin-4-yl}ethyl)-1-[4-(trifluoromethoxy)phenyl]piperidine-4-carboxamide